C1(CC1)C=1C=C(C(=O)N[C@@H](C)C2=NC=CN=C2C2=NC=C(C=C2)N=S(=O)(C)C)C=C(C1)C(F)(F)F (S)-3-cyclopropyl-N-(1-(3-(5-((dimethyl(oxo)-λ6-sulfaneylidene)amino)pyridin-2-yl)pyrazin-2-yl)ethyl)-5-(trifluoromethyl)benzamide